C[C@H]1CN(C[C@@H](N1)C)C1=CC=C(C2=C1N=C(S2)OCC=2N(N=CC2)C)C(=O)NC2=CC1=CN(N=C1C(=C2)F)C 4-[(3S,5S)-3,5-dimethylpiperazin-1-yl]-N-(7-fluoro-2-methyl-indazol-5-yl)-2-[(2-methylpyrazol-3-yl)methoxy]-1,3-benzothiazole-7-carboxamide